5-(1-adamantyl)furan-2-carbonitrile C12(CC3CC(CC(C1)C3)C2)C2=CC=C(O2)C#N